O.O.C(CC(=O)[O-])(=O)[O-].[Na+].[Na+] sodium malonate dihydrate